C(#N)CC=1C2=C(S(C1C#CC)=O)C(=CC=C2)NC2CCOCC2 3-(3-(cyanomethyl)-1-oxido-7-((tetrahydro-2H-pyran-4-yl)amino)benzo[b]thiophen-2-yl)prop-2-yn